(Z)-N-(4-(2,3-dimethoxyphenyl)-1,3,8-triphenyl-7-oxa-1,2-diazaspiro[4.4]nona-2,8-dien-6-ylidene)-4-methylbenzenesulfonamide COC1=C(C=CC=C1OC)C1C(=NN(C12/C(/OC(=C2)C2=CC=CC=C2)=N/S(=O)(=O)C2=CC=C(C=C2)C)C2=CC=CC=C2)C2=CC=CC=C2